isopropyl 2-((4-((2-(dimethylamino)ethyl)(methyl)amino)-2-methoxy-5-nitrophenyl)amino)-4-(5'-methylspiro(cyclopropane-1,3'-pyrrolo[3,2-b]pyridin)-1'(2'H)-yl)pyrimidine-5-carboxylate CN(CCN(C1=CC(=C(C=C1[N+](=O)[O-])NC1=NC=C(C(=N1)N1CC2(C3=NC(=CC=C31)C)CC2)C(=O)OC(C)C)OC)C)C